dimethylhexane-1,6-diamine CC(CCCCCN)(N)C